N-[2-(ethanesulfonyloxy)phenyl]-N'-[2-(hexanesulfonyloxy)phenyl]urea C(C)S(=O)(=O)OC1=C(C=CC=C1)NC(=O)NC1=C(C=CC=C1)OS(=O)(=O)CCCCCC